Cyclobutoxy-3,5,3'-trifluoro-biphenyl-4-ol C1(CCC1)OC1=C(C=C(C(=C1F)O)F)C1=CC(=CC=C1)F